(3-chloro-4-fluorophenyl)-1-((6,7,8,9-tetrahydro-5H-[1,2,4]triazolo[4,3-a]azepin-3-yl)methyl)-1-(3-(trifluoromethyl)phenyl)urea ClC=1C=C(C=CC1F)NC(N(C1=CC(=CC=C1)C(F)(F)F)CC1=NN=C2N1CCCCC2)=O